C(C(=C)C)(=O)OCCCN=[N+]=[N-] 3-azidopropyl methacrylate